COCOC(CC)O (methoxymethoxy)propan-1-ol